alpha-Penten C=CCCC